OC/C=C/C=1C=CC(=C(C(=O)OC)C1)OC Methyl (E)-5-(3-hydroxyprop-1-en-1-yl)-2-methoxybenzoate